BrC=1C=C(C(=NC1)OCCOC)C(F)(F)F 5-bromo-2-(2-methoxyethoxy)-3-(trifluoromethyl)pyridine